C(C)(=O)S[C@H]1[C@H]2[C@@H]3CC[C@](CCC(=O)O)([C@]3(CC[C@@H]2[C@]2(CCC(C=C2C1)=O)C)C)O 7a-Acetylthio-17a-hydroxy-3-oxopregn-4-ene-21-carboxylic acid